8-Hydroxy-2'-O-methyladenosine OC=1N([C@H]2[C@H](OC)[C@H](O)[C@@H](CO)O2)C=2N=CN=C(C2N1)N